CC1(CCC=2C1=NC(=CC2CN2C[C@H](CCC2)C)C(=O)[O-])C.[Li+] lithium (S)-7,7-dimethyl-4-((3-methylpiperidin-1-yl) methyl)-6,7-dihydro-5H-cyclopenta[b]pyridine-2-carboxylate